4-(5-chloro-[1,1':4,1''-terphenyl]-3-yl)dibenzo[b,d]thiophene ClC=1C(=C(C=C(C1)C1=CC=CC=C1)C1=CC=CC2=C1SC1=C2C=CC=C1)C1=CC=CC=C1